C(C)(=O)N1CC(CC1)OC=1N=CC(=NC1C)C1=CN(C2=C(C=CC=C12)C)C(=O)OC(C)(C)C tert-butyl 3-(5-((1-acetylpyrrolidin-3-yl)oxy)-6-methylpyrazin-2-yl)-7-methyl-1H-indole-1-carboxylate